2-{[(5-chlorothien-3-yl)carbamoyl]amino}-2-ethylbutyric acid ClC1=CC(=CS1)NC(=O)NC(C(=O)O)(CC)CC